benzyl (2-(2-(4-fluorophenyl)-6-(((1R,5S,6s)-3-(4-methyl-2-(pyrimidin-2-yl)thiazole-5-carbonyl)-3-azabicyclo[3.1.0]hexan-6-yl)oxy)pyridin-4-yl)propan-2-yl)carbamate FC1=CC=C(C=C1)C1=NC(=CC(=C1)C(C)(C)NC(OCC1=CC=CC=C1)=O)OC1[C@@H]2CN(C[C@H]12)C(=O)C1=C(N=C(S1)C1=NC=CC=N1)C